FC1=NC=CC=C1NC=1C=NC=2CCN(CC2C1)C=1C(=CC=2N(N1)C(C=CN2)=O)C 7-(3-((2-fluoropyridin-3-yl)amino)-7,8-dihydro-1,6-naphthyridin-6(5H)-yl)-8-methyl-4H-pyrimido[1,2-b]pyridazin-4-one